(3S,4r,5R)-1-(4-(pyrrolidin-1-yl)benzyl)piperidine-3,4,5-triol TAURAT NCCS(=O)(=O)O.N1(CCCC1)C1=CC=C(CN2C[C@@H](C([C@@H](C2)O)O)O)C=C1